C(C1=CC=CC=C1)[C@H]1NC(OC1)=S (R)-4-benzyloxazolidine-2-thione